ClC1=CC=C(CN2C(N3C(C4=C2C=C(C=N4)N4CCOCC4)=NC(C3)C(C)C)=O)C=C1 6-(4-chlorobenzyl)-8-(morpholin-4-yl)-2-(propan-2-yl)-2,6-dihydroimidazo[1,2-c]pyrido[2,3-e]pyrimidin-5(3H)-one